3-[3-tert-butyl-5-(2H-benzotriazol-2-yl)-Heptyl 4-hydroxyphenyl]propionate C(C)(C)(C)C(CCC1=C(C=CC(=C1)O)CCC(=O)[O-])CC(CC)N1N=C2C(=N1)C=CC=C2